COC(=O)C=1C=C(C(=C2C1OC1=C(C(N2)=O)C=C(C(=C1[N+](=O)[O-])OCC1=CC=CC=C1)C1CC1)C)OC 3-(benzyloxy)-2-cyclopropyl-8-methoxy-9-methyl-4-nitro-11-oxo-10,11-dihydrodibenzo[b,f][1,4]oxazepine-6-carboxylic acid methyl ester